1-(benzenesulfonyl)-3-{2-chloro-7H-pyrrolo[2,3-d]pyrimidin-5-yl}pyrazole C1(=CC=CC=C1)S(=O)(=O)N1N=C(C=C1)C1=CNC=2N=C(N=CC21)Cl